FC1=C(C(=CC=C1)F)NC=1N(C2=NC(=NC=C2N1)NC1CCOCC1)C1CCC(CC1)C(=O)N (1s,4s)-4-(8-(2,6-difluorophenylamino)-2-(tetrahydro-2H-pyran-4-ylamino)-9H-purin-9-yl)cyclohexanecarboxamide